dioleyl-phosphoric acid C(CCCCCCC\C=C/CCCCCCCC)OP(OCCCCCCCC\C=C/CCCCCCCC)(O)=O